2,4,6-trimethylphenylthionine oxide CC1=C(C(=CC(=C1)C)C)C=1S(C=CC=CC=CC1)=O